C[C@H](CO)C1=CC2=C(C=C1)C=C(C=C2)OC (-)-(S)-6-Methoxy-β-Methyl-2-naphthaleneethanol